(S)-1-(4-(7-cyclopropyl-5-((R)-1-methyl-1,2,3,4-tetrahydroisoquinoline-2-carbonyl)pyrazolo[1,5-a]pyrimidin-2-yl)-3-fluoro-5-hydroxyphenyl)pyrrolidine-3-carboxylic acid C1(CC1)C1=CC(=NC=2N1N=C(C2)C2=C(C=C(C=C2O)N2C[C@H](CC2)C(=O)O)F)C(=O)N2[C@@H](C1=CC=CC=C1CC2)C